ClC1=NC=2C=CC(=CC2C2=C1NC(N2CC2=CC(=CC=C2)CN2CCCC2)=O)C 4-chloro-8-methyl-1-(3-(pyrrolidin-1-ylmethyl)benzyl)-1H-imidazo[4,5-c]Quinolin-2(3H)-one